BrC=1C=C(C=CC1)C1(COC1)C(=O)NNC 2-(3-(3-bromophenyl)oxetane-3-carbonyl)-N-methylhydrazine